N,N,1-trimethyl-1H-pyrazole-5-carboxamide sodium salt [Na].CN(C(=O)C1=CC=NN1C)C